2-METHYLIMIDAZOLE-5-CARBOXALDEHYDE CC=1NC(=CN1)C=O